Triphenylphosphonium 2-(3-benzoylphenyl)propionate C(C1=CC=CC=C1)(=O)C=1C=C(C=CC1)C(C(=O)[O-])C.C1(=CC=CC=C1)[PH+](C1=CC=CC=C1)C1=CC=CC=C1